8-(methylamino)-2,7-naphthyridin CNC=1N=CC=C2C=CN=CC12